(3-(Bis(2,4-dimethoxybenzyl)amino)phenyl)methanol COC1=C(CN(C=2C=C(C=CC2)CO)CC2=C(C=C(C=C2)OC)OC)C=CC(=C1)OC